1-(4-(tert-butyl)benzyl)-3-(3-(6-chloropyridin-2-yl)propyl)-4-ethyl-1H-1,2,4-triazol C(C)(C)(C)C1=CC=C(CN2N=C(N(C2)CC)CCCC2=NC(=CC=C2)Cl)C=C1